N-(2-isopropoxy-5-(4-(4-((6-(trifluoromethyl)pyridazin-3-yl)oxy)phenyl)piperidine-1-carbonyl)-phenyl)-1-phenylmethanesulfonamide C(C)(C)OC1=C(C=C(C=C1)C(=O)N1CCC(CC1)C1=CC=C(C=C1)OC=1N=NC(=CC1)C(F)(F)F)NS(=O)(=O)CC1=CC=CC=C1